C(CC)C([C@@H]1[C@H]([C@H]([C@@H](O1)N1C=NC=2C(N)=NC=NC12)S)O)O 5'-Propylthioadenosine